[Fe].[Li] LITHIUM-IRON